ClC=1C=CC2=C(N(C3=C(CC2)C=CC=C3)CCCCN(C/C=C/C(=O)OCC)C)C1 Ethyl (E)-4-{[4-(3-chloro-10,11-dihydro-5H-dibenzo[b,f]azepin-5-yl)butyl]-methylamino}but-2-enoate